2-methyl-1,5-diisocyanato-n-pentane CC(CN=C=O)CCCN=C=O